FC(S(=O)(=O)OC1=CC(=NC2=C(N=CC=C12)C=1N(N=CC1)C1OCCCC1)N1CCOCC1)(F)F 2-(morpholin-4-yl)-8-[2-(tetrahydropyran-2-yl)-2H-pyrazol-3-yl]-[1,7]Naphthyridin-4-yl trifluoromethanesulfonate